CN(C1=CC=C(C=C1)O)C N,N-dimethyl-4-hydroxyaniline